C(C)(=O)N1CC=2N(CC1)C(=NC2C(=O)C=2C=CC(=NC2)C=2C=NC(=CC2)C(=O)NCC#CC2=C1CN(C(C1=CC=C2)=O)C2C(NC(CC2)=O)=O)CC 5-(7-acetyl-3-ethyl-5,6,7,8-tetrahydroimidazo[1,5-a]pyrazine-1-carbonyl)-N-(3-(2-(2,6-dioxopiperidin-3-yl)-1-oxoisoindolin-4-yl)prop-2-yn-1-yl)-[2,3'-bipyridine]-6'-carboxamide